ClC1=NC=CC(=C1NC(=O)C=1C=NC(=NC1)C(C)C)C1=CCCCC1 N-(2-chloro-4-(cyclohex-1-en-1-yl)pyridin-3-yl)-2-isopropylpyrimidine-5-carboxamide